C(#N)C1=CC(=C(COC2=CC=CC(=N2)C2=C(C(=C(CC3=NC4=C(N3CCOC)C=C(C=C4)C(=O)O)C=C2F)F)F)C=C1)F (4-(6-((4-cyano-2-fluorobenzyl)oxy)pyridin-2-yl)-2,3,5-trifluorobenzyl)-1-(2-methoxyethyl)-1H-benzo[d]Imidazole-6-carboxylic acid